3-amino-1-(4-((8-aminoimidazo[1,2-a]pyrazin-3-yl)methyl)-6-(2,5-difluoro-4-methoxyphenyl)pyridin-3-yl)-N-methylpiperidine-3-carboxamide NC1(CN(CCC1)C=1C=NC(=CC1CC1=CN=C2N1C=CN=C2N)C2=C(C=C(C(=C2)F)OC)F)C(=O)NC